1-(7-((5-Chloro-4-((2-(dimethylphosphoryl)phenyl)amino)pyrimidin-2-yl)(ethyl)amino)-1,1-dimethyl-3,4-dihydroisoquinolin-2(1H)-yl)-2,2,2-trifluoroethan-1-one ClC=1C(=NC(=NC1)N(C1=CC=C2CCN(C(C2=C1)(C)C)C(C(F)(F)F)=O)CC)NC1=C(C=CC=C1)P(=O)(C)C